4-((4-bromophenyl)(methyl)amino)-3-methoxyphenol BrC1=CC=C(C=C1)N(C1=C(C=C(C=C1)O)OC)C